N1=C(C=CC=C1)CN(CCN)CC1=NC=CC=C1 N,N-bis(2-picolyl)-ethylenediamine